C1=CC=C(C=C1)C(=O)C2=C(C(=C(C=C2)O)O)O 2,3,4-tetrahydroxybenzophenone